(Z)-N-(3-(1H-1,2,3-triazol-4-yl)phenyl)-2-(hydroxyimino)-3-oxobutanamide N1N=NC(=C1)C=1C=C(C=CC1)NC(\C(\C(C)=O)=N/O)=O